N1(CCC1)C1=NC=C(C=N1)C(C)N1N=CC(=C1)N 1-(1-(2-(Azetidin-1-yl)pyrimidin-5-yl)ethyl)-1H-pyrazol-4-amine